L-6-benzyl-aminopurine C(C1=CC=CC=C1)C1=C2NC=NC2=NC(=N1)N